ClCCC[Si](OCC)(OCC)OCC 3-chloropropyl-(triethoxysilane)